1,5-HEXANEDIOL C(CCCC(C)O)O